4-(2-chloroethoxy)-3-hydroxybenzaldehyde ClCCOC1=C(C=C(C=O)C=C1)O